4-(N-(naphthalen-1-yl)-N-phenylamino)phenylboronic acid C1(=CC=CC2=CC=CC=C12)N(C1=CC=CC=C1)C1=CC=C(C=C1)B(O)O